COCC(C)NS(=O)(=O)C1=CC(=CC=C1)C(=O)N1CC2(C3=CC(=CC=C13)NS(=O)(=O)C)CCCCC2 N-(1-methoxypropan-2-yl)-3-(5'-(methylsulfonamido)spiro[cyclohexane-1,3'-indoline]-1'-carbonyl)benzenesulfonamide